4-[(7-ethyl-7-hydroxy-5,6-dihydrocyclopenta[b]pyridin-2-yl)amino]-2-[4-(4-methyl-4,7-diazaspiro[2.5]octan-7-yl)anilino]pyrimidine-5-carbonitrile C(C)C1(CCC=2C1=NC(=CC2)NC2=NC(=NC=C2C#N)NC2=CC=C(C=C2)N2CCN(C1(CC1)C2)C)O